BrC1=CC=C(C2=C1N=C(S2)NC)F 4-bromo-7-fluoro-N-methylbenzo[d]thiazol-2-amine